N-(3-methanesulfonylphenyl)-5-methyl-3-{[2-methyl-6-(trifluoromethyl)pyridin-3-yl]oxy}-6-(trifluoromethyl)pyridazine-4-carboxamide CS(=O)(=O)C=1C=C(C=CC1)NC(=O)C1=C(N=NC(=C1C)C(F)(F)F)OC=1C(=NC(=CC1)C(F)(F)F)C